FC(OC1=C(C=C(C=C1)OC1=CC(=CC=C1)C1(CN(C1)C)O)C1=NN(C=C1NC(=O)C=1C=NN2C1N=CC=C2)CC)F N-[3-[2-(difluoromethoxy)-5-[3-(3-hydroxy-1-methyl-azetidin-3-yl)phenoxy]phenyl]-1-ethyl-pyrazol-4-yl]pyrazolo[1,5-a]pyrimidine-3-carboxamide